C(C)[C@H](CN1C=CC2=C1N=C(N=C2)NC=2C=NN(C2)CC(=O)N)C(C)C (S)-2-(4-((7-(2-ethyl-3-methylbutyl)-7H-pyrrolo[2,3-d]pyrimidin-2-yl)amino)-1H-pyrazol-1-yl)acetamide